C(C)OC(=O)C1=NNC(=C1)C=1C=NC(=C(C1)F)N1CCC(CC1)(F)F.FC1(CCN(CC1)C1=C(C=C(C=N1)C1=CC(=NN1)C(=O)O)F)F 5-[6-(4,4-difluoropiperidin-1-yl)-5-fluoropyridin-3-yl]-1H-pyrazole-3-carboxylic acid Ethyl-5-[6-(4,4-difluoropiperidin-1-yl)-5-fluoropyridin-3-yl]-1H-pyrazole-3-carboxylate